FC1=C(C=CC(=C1F)OC)C1=CN=C2N1C=CN=C2NC2=CC(=C(C(=O)NC)C=C2)C 4-((3-(2,3-difluoro-4-methoxyphenyl)imidazo[1,2-a]pyrazin-8-yl)amino)-N,2-dimethylbenzamide